BrC1=CC=2C(C3=CC=C(C=C3C(C2C=C1)(O)C#C)Br)(O)C#C 2,6-dibromo-9,10-diethynyl-9,10-dihydroanthracene-9,10-diol